ClC=1C=C(C=C(C1OC=1C(=C2C3(C(NC2=CC1)=O)CC3)Cl)Cl)B(O)O (3,5-dichloro-4-((4'-chloro-2'-oxospiro[cyclopropane-1,3'-indolin]-5'-yl)oxy)phenyl)boronic acid